ClC=1C(=C(C=CC1)NC1=C(NC2=C1C(NC[C@H]2C[C@@H]2OCCOC2)=O)C2=C(C=NC=C2)F)OC (7R)-3-[(3-chloro-2-methoxyphenyl)amino]-7-[(2S)-1,4-dioxan-2-ylmethyl]-2-(3-fluoropyridin-4-yl)-1H,5H,6H,7H-pyrrolo[3,2-c]pyridin-4-one